N-(8-quinolinyl)furan-3-carboxamide N1=CC=CC2=CC=CC(=C12)NC(=O)C1=COC=C1